OCC1CCC(CC1)C(=O)OC (1s,4s)-methyl 4-(hydroxymethyl)cyclohexanecarboxylate